N1=NC=C2N1CCC(C2)C(=O)OCC ethyl 4,5,6,7-tetrahydro-[1,2,3]triazolo[1,5-a]pyridine-5-carboxylate